FC=1C(=C(/C=C/C2=NC=CC3=CC=CC=C23)C=CC1)C (E)-1-(3-fluoro-2-methylstyryl)isoquinoline